4-(4-(3-((6-bromopyridin-3-yl)oxy)propyl)piperazin-1-yl)-1H-indole BrC1=CC=C(C=N1)OCCCN1CCN(CC1)C1=C2C=CNC2=CC=C1